22-(methylamino)-13-oxa-8,9,10,17,19,23-hexazapentacyclo[16.6.2.24,7.06,10.021,25]octacosa-1(24),4,6,8,18(26),19,21(25),22,27-nonaen-2-yn-16-one CNC=1C=2C=NC=3NC(CCOCCN4N=NC5=C4C=C(C#CC(=CN1)C2C3)C=C5)=O